6-Amino-3-methyl-quinazolin-4(3H)-one NC=1C=C2C(N(C=NC2=CC1)C)=O